O1C(OCC1)C1=C(C=C(C=C1)C(C(=O)OCC)F)OCC1=CC=C(C=C1)OC ethyl 2-[4-(1,3-dioxolan-2-yl)-3-[(4-methoxyphenyl)methoxy]phenyl]-2-fluoroacetate